1-(2-chloro-4-fluorophenyl)-N-(5-chloro-6-(2H-1,2,3-triazol-2-yl)pyridin-3-yl)-5-(trifluoromethyl)-1H-pyrazole-4-carboxamide ClC1=C(C=CC(=C1)F)N1N=CC(=C1C(F)(F)F)C(=O)NC=1C=NC(=C(C1)Cl)N1N=CC=N1